C(C)(C)(C)OC(=O)N1C([C@@H]2[C@H]([C@H]1C(N(C)C1=C(C(=C(C=C1)F)Cl)F)=O)OC(O2)(C)C)=O (3aS,4S,6aS)-4-((3-chloro-2,4-difluorophenyl)(methyl)-carbamoyl)-2,2-dimethyl-6-oxodihydro-3aH-[1,3]dioxolo[4,5-c]pyrrole-5(4H)-carboxylic acid tert-butyl ester